NC1=CC=C(C=N1)C=CC(=O)NCC=1OC2=C(C1)C=C(C=C2Cl)C2=CC=C(C=C2)NC(=O)N2CCOCC2 N-(4-(2-((3-(6-aminopyridin-3-yl)acrylamido)methyl)-7-chlorobenzofuran-5-yl)phenyl)morpholine-4-carboxamide